N-((5-(tert-butyl)-2-methoxyphenyl)sulfonyl)-5-(thiazol-2-yl)-2-naphthamide C(C)(C)(C)C=1C=CC(=C(C1)S(=O)(=O)NC(=O)C1=CC2=CC=CC(=C2C=C1)C=1SC=CN1)OC